3-oxo-8-oxa-2-azaspiro[4.5]decane O=C1NCC2(C1)CCOCC2